NC1=CC(CC1)=O 3-aminocyclopent-2-en-1-one